FC=1C=C(NC2=NN3C(CN(CC3)C(=O)OC(C)(C)C)=C2)C=CC1OC.[Ar] argon tert-butyl 2-(3-fluoro-4-methoxyanilino)-6,7-dihydropyrazolo[1,5-a]pyrazine-5(4H)-carboxylate